1-((2-((2-hydroxyethyl)amino)pyrimidin-4-yl)methyl)-4-(3-(4-(trifluoromethyl)phenyl)-1H-pyrazolo[4,3-b]pyridin-1-yl)pyridin-2(1H)-one OCCNC1=NC=CC(=N1)CN1C(C=C(C=C1)N1N=C(C2=NC=CC=C21)C2=CC=C(C=C2)C(F)(F)F)=O